C1(=C(C=CC=C1)B1OC(C(O1)(C)C)(C)C)C=1C(=CC=CC1)C=1C(=CC=CC1)C1=CC=CC=C1 2-([1,1':2',1'':2'',1'''-quaterphenyl]-2-yl)-4,4,5,5-tetramethyl-1,3,2-dioxaborolane